ethyl 2-(4-chloro-2-(methylthio)pyrimidin-5-yl)-3-methoxy-2-methyl-propanoate ClC1=NC(=NC=C1C(C(=O)OCC)(COC)C)SC